((2S,3R,4R)-2,3-dimethyl-4-(thiophen-3-ylamino)-3,4-dihydroquinolin-1(2H)-yl)ethanone C[C@@H]1N(C2=CC=CC=C2[C@@H]([C@H]1C)NC1=CSC=C1)C(C)=O